FC=1C(=CC(=NC1)OC(C)C)C1=CC(=NN1)C(=O)N1C2(CC2)C[C@@H](CC1)C(=O)NC1CCC(CC1)(C(F)(F)F)O (7R)-4-{5-[5-fluoro-2-(prop-2-yloxy)pyridin-4-yl]-1H-pyrazole-3-carbonyl}-N-[(1R,4R)-4-hydroxy-4-(trifluoromethyl)cyclohexyl]-4-azaspiro[2.5]octane-7-carboxamide